4-amino-N'-(cyclopropanecarbonyl)-N-((5-(1-(difluoromethyl)-1H-pyrazol-3-yl)pyridin-2-yl)methyl)-N',1-dimethyl-1H-pyrazolo[4,3-c]quinoline-8-carbohydrazide NC1=NC=2C=CC(=CC2C2=C1C=NN2C)C(=O)N(N(C)C(=O)C2CC2)CC2=NC=C(C=C2)C2=NN(C=C2)C(F)F